4-amino-2-fluorobenzamide-1-d NC1=CC(C(C(=O)N)(C=C1)[2H])F